[C@H]12CN(C[C@H](CC1)N2)C2=NC(=NC1=C(C=C(C=C21)Cl)F)OCC2(CC2)CN2CCCC2 (S or R)-4-((1R,5S)-3,8-diazabicyclo[3.2.1]octan-3-yl)-6-chloro-8-fluoro-2-((1-(pyrrolidin-1-ylmethyl)cyclopropyl)methoxy)quinazolin